ClCC(=O)OCCCCCC normal hexyl chloroacetate